ClC1=CC2=C(N=N1)N(CC2)[C@@H]2[C@@H](C(NC(C2)(C)C)(C)C)F 3-chloro-7-[(3S,4S)-3-fluoro-2,2,6,6-tetramethyl-4-piperidyl]-5,6-dihydropyrrolo[2,3-c]pyridazine